3-chloro-N-(1-(hydroxymethyl)cyclopentyl)benzenesulfonamide monostearyl-citrate C(CCCCCCCCCCCCCCCCC)OC(CC(O)(C(=O)O)CC(=O)O)=O.ClC=1C=C(C=CC1)S(=O)(=O)NC1(CCCC1)CO